ClC=1C=C(C=CC1F)C(NC1=NC=CC=C1OC(F)F)C=1NC(=C(N1)S(=O)(=O)C)C N-[(3-chloro-4-fluorophenyl)-(5-methyl-4-methylsulfonyl-1H-imidazol-2-yl)methyl]-3-(difluoromethoxy)pyridin-2-amine